Diisopropyl 7,7'-((4-((2-(4-(2-((4-(bis(2-hydroxy-7-isopropoxy-7-oxoheptyl)amino)butanoyl)oxy)ethyl)piperazin-1-yl)ethyl)disulfaneyl)butyl)azanediyl)bis(6-hydroxyheptanoate) OC(CN(CCCC(=O)OCCN1CCN(CC1)CCSSCCCCN(CC(CCCCC(=O)OC(C)C)O)CC(CCCCC(=O)OC(C)C)O)CC(CCCCC(OC(C)C)=O)O)CCCCC(=O)OC(C)C